ClC=1C=C(CN2[C@@H](C[C@@](CC2)(C(=O)O)CC2=NC(=CC=C2F)NC2=NNC(=C2)C)C)C=C(C1)Cl (2R,4R)-1-(3,5-dichlorobenzyl)-4-((3-fluoro-6-((5-methyl-1H-pyrazol-3-yl)amino)pyridin-2-yl)methyl)-2-methylpiperidine-4-carboxylic acid